[Ru+2].N1=C(C=CC=C1)C1=NC=CC=C1.N1=C(C=CC=C1)C1=NC=CC=C1.N1=C(C=CC=C1)C1=NC=CC=C1 tri(2,2'-bipyridine) ruthenium (II)